2,12-Dibromo-14-(3',5'-dimethylbiphenyl-4-yl)-dibenzo[a,j]-Xanthenium BrC1=CC2=C(C=CC=3[O+]=C4C=CC5=C(C4=C(C23)C2=CC=C(C=C2)C2=CC(=CC(=C2)C)C)C=C(C=C5)Br)C=C1